C[Si]1(CCC(CCC1)N1C(=CC2=C1N=C(S2)C2=NC=CC=C2)C(=O)N)C (1,1-dimethylsilepan-4-yl)-2-(2-pyridyl)-4H-pyrrolo[2,3-d]thiazole-5-carboxamide